C(C1=CC=CC=C1)OC=1C=CC2=C(C(=C(O2)C)C(=O)NC2=CC=CC=C2)C1 5-(benzyloxy)-2-methyl-N-phenylbenzofuran-3-carboxamide